(R)-2-amino-4-(methylsulfonyl)-N-((R)-4-phenyl-1-(4,4,5,5-tetramethyl-1,3,2-dioxaborolan-2-yl)butyl)butanamide N[C@@H](C(=O)N[C@@H](CCCC1=CC=CC=C1)B1OC(C(O1)(C)C)(C)C)CCS(=O)(=O)C